1-(3-((4-(3-hydroxynaphthalen-1-yl)quinolin-8-yl)amino)azetidin-1-yl)prop-2-en-1-one OC=1C=C(C2=CC=CC=C2C1)C1=CC=NC2=C(C=CC=C12)NC1CN(C1)C(C=C)=O